Cl.[Er] erbium hydrochloride